C1(C=2C(C(N1C=1C=C(C=C(C1)C)CC(=O)O)=O)=CC=CC2)=O 3-phthalimido-5-methylphenylacetic acid